CP(C)OC1=NC=CC(=C1)OC 4-methoxypyridin-2-yl dimethylphosphino oxide